4-((3-chloropyridin-2-yl)oxy)benzonitrile ClC=1C(=NC=CC1)OC1=CC=C(C#N)C=C1